5-(4-(imidazo[1,2-a]pyridin-7-ylmethoxy)phenyl)-2-oxo-6-(trifluoromethyl)-1,2-dihydropyridine-3-carboxamide N=1C=CN2C1C=C(C=C2)COC2=CC=C(C=C2)C=2C=C(C(NC2C(F)(F)F)=O)C(=O)N